ClCC(=O)NC1=C(C(=C(C(=C1)F)C=1C=C2C(=CN1)N(N=C2C=2C=NN(C2)C)C(=O)OC(C)(C)C)F)F tert-Butyl 5-(4-(2-chloroacetamido)-2,3,6-trifluorophenyl)-3-(1-methyl-1H-pyrazol-4-yl)-1H-pyrazolo[3,4-c]pyridine-1-carboxylate